(S)-1-(3-(4-amino-3-(7-methoxy-5-methylbenzothiophen-2-yl)-1H-pyrazolo[3,4-d]pyrimidin-1-yl)pyrrolidin-1-yl)prop-2-en-1-one NC1=C2C(=NC=N1)N(N=C2C=2SC1=C(C2)C=C(C=C1OC)C)[C@@H]1CN(CC1)C(C=C)=O